COC(\C(=C\C(=O)O)\COC(C1=CN=CC=C1)=O)=O ((nicotinoyloxy)methyl)fumaric acid methyl ester